8-chloro-2-(methylsulfanyl)pyrido[3,4-d]pyrimidine-6-carbaldehyde ClC1=NC(=CC2=C1N=C(N=C2)SC)C=O